F[C@@H]1N2C(N[C@H](CC1)C2)=O (2S,5R)-2-fluoro-7-oxo-1,6-diazabicyclo[3.2.1]octane